r-dimethyl-4,4'-bipyridinium bis(trifluoromethanesulfonyl)imide [N-](S(=O)(=O)C(F)(F)F)S(=O)(=O)C(F)(F)F.C[N+]1=CC=C(C=C1)C1=CC=[N+](C=C1)C.[N-](S(=O)(=O)C(F)(F)F)S(=O)(=O)C(F)(F)F